O=C1NC(CCC1N1C(C2=CC=C(C=C2C1=O)NS(=O)(=O)C1=C(C=CC=C1C)C)=O)=O N-(2-(2,6-dioxopiperidin-3-yl)-1,3-dioxoisoindolin-5-yl)-2,6-dimethylbenzene-sulfonamide